C(#N)C1=C(OC=C1)C(OCC)=NO ethyl cyanooxolate-2-Oxime